N1=C(C=CC=C1)CN1CCN(C2=CC=CC=C12)C(=O)NC[C@@H]1N(CCC1)C(=O)OC(C)(C)C tert-Butyl (R)-2-((4-(pyridin-2-ylmethyl)-1,2,3,4-tetrahydroquinoxaline-1-carboxamido)methyl)pyrrolidin-1-carboxylate